(S)-4-(trifluoromethyl)-5-((1-((5-(5-(trifluoromethyl)pyrazin-2-yl)-4,5,6,7-tetrahydropyrazolo[1,5-a]pyrazin-2-yl-4,4-d2)methoxy-d2)propan-2-yl)amino)pyridazin-3(2H)-one FC(C=1C(NN=CC1N[C@H](COC([2H])([2H])C1=NN2C(C(N(CC2)C2=NC=C(N=C2)C(F)(F)F)([2H])[2H])=C1)C)=O)(F)F